N1C=CC2=CC(=CC=C12)C1=C(C=O)C=CC=C1 2-(1H-INDOL-5-YL)-BENZALDEHYDE